(1R,2S,3R,4S)-3,4-bis(benzo[d][1,3]dioxol-5-yl)cyclobutane-1,2-dicarboxylic acid O1COC2=C1C=CC(=C2)[C@H]2[C@@H]([C@@H]([C@H]2C2=CC1=C(OCO1)C=C2)C(=O)O)C(=O)O